NC1=NC=2C3=C(CC(C2C=N1)(C)C)C(=NN3C3OCCCC3)C(=O)O 8-amino-5,5-dimethyl-1-(tetrahydro-2H-pyran-2-yl)-4,5-dihydro-1H-pyrazolo[4,3-H]quinazoline-3-carboxylic acid